(S)-3-chloro-4-(1-phenylpropylamino)-N-(1,2,4-thiadiazol-5-yl)benzenesulfonamide ClC=1C=C(C=CC1N[C@@H](CC)C1=CC=CC=C1)S(=O)(=O)NC1=NC=NS1